COC1=CC=C2C(=CC(OC2=C1)=O)C1=C(C=CC=C1)C 7-methoxy-4-(o-tolyl)-2H-chromen-2-one